BrC1=CC=C(C=C1)S(=O)(=O)CC1CCC2(OCCO2)CC1 8-(((4-Bromophenyl)sulfonyl)methyl)-1,4-dioxaspiro[4.5]decane